N-(3-carbamoyl-1-((1r,4r)-4-(piperazin-1-ylmethyl)cyclohexyl)-1H-pyrazol-4-yl)-2-(2-((2,2,2-trifluoroethyl)amino)pyridin-4-yl)oxazole-4-carboxamide C(N)(=O)C1=NN(C=C1NC(=O)C=1N=C(OC1)C1=CC(=NC=C1)NCC(F)(F)F)C1CCC(CC1)CN1CCNCC1